[3-(2-chloro-5-fluorophenyl)-3-hydroxy-1-oxo-2,3-dihydro-1H-pyrrolo[4,3-f]isoquinolin-4-yl]-5-fluoro-3-(trifluoromethyl)benzamide ClC1=C(C=C(C=C1)F)C1(NC(C2=C3C=CN=CC3=CC(=C21)C2=C(C(=O)N)C=C(C=C2C(F)(F)F)F)=O)O